thieno[2,3-d]thiazol S1C=NC2=C1C=CS2